FC1=CC(=CC=2N(C(=NC21)C)C(C)C)C=2C=CN1N=C(N=CC12)NC1CC(C1)O 3-((5-(4-fluoro-1-isopropyl-2-methyl-1H-benzo[d]imidazol-6-yl)pyrrolo[2,1-f][1,2,4]triazin-2-yl)amino)cyclobutan-1-ol